OC1=CC=C(C=C1)/C(=C(\CC)/C1=CC=CC=C1)/C1=CC=C(OCCN2CC(CC2)OC2=CC=C(C=N2)C=2C=C3CN(C(C3=CC2)=O)C2C(NC(CC2)=O)=O)C=C1 (Z)-3-(5-(6-((1-(2-(4-(1-(4-hydroxyphenyl)-2-phenylbut-1-en-1-yl)phenoxy)ethyl)pyrrolidin-3-yl)oxy)pyridin-3-yl)-1-oxoisoindolin-2-yl)piperidine-2,6-dione